N-(4-cyano-2,5-difluorophenyl)-5-(1,3-thiazol-2-yl)-1H-pyrrole-3-sulfonamide C(#N)C1=CC(=C(C=C1F)NS(=O)(=O)C1=CNC(=C1)C=1SC=CN1)F